3-[3-[1-(4-fluoro-3-methyl-phenyl)-5-hydroxy-2-tetrahydropyran-4-yl-indol-3-yl]cyclobutyl]-4H-1,2,4-oxadiazol-5-one FC1=C(C=C(C=C1)N1C(=C(C2=CC(=CC=C12)O)C1CC(C1)C1=NOC(N1)=O)C1CCOCC1)C